OC(CO[N@@+]1(CC=CC=C1)[O-])CN1CCCCC1 (Z)-(R)-N-[2-hydroxy-3-(1-piperidinyl)-propoxy]-pyridin-1-oxide